O=C1NC(CCC1N1C(C2=CC=C(C=C2C1=O)N1CCC(CC1)C1CCN(CC1)CC1CN(CC1)C(=O)OC(C)(C)C)=O)=O Tert-butyl 3-((1'-(2-(2,6-dioxopiperidin-3-yl)-1,3-dioxoisoindolin-5-yl)-[4,4'-bipiperidin]-1-yl)methyl)pyrrolidine-1-carboxylate